BrC=1C=C2CN(CC2=CC1)C(=O)NC1=CNC2=CC=CC=C12 5-bromo-N-(1H-indol-3-yl)isoindoline-2-carboxamide